ClC=1C=C2C(C(NC2=CC1)=O)=NN=C1SCC(N1C1=C(C=CC=C1)Cl)=O 5-chloro-3-(2-(3-(2-chlorophenyl)-4-oxothiazolidine-2-ylidene)hydrazono)-1H-indol-2-one